Methyl ((1R,6R,E)-1-methyl-6-(((4-nitrophenoxy)carbonyl)oxy)cyclooct-4-ene-1-carbonyl)glycinate C[C@]1(CC\C=C\[C@@H](CC1)OC(=O)OC1=CC=C(C=C1)[N+](=O)[O-])C(=O)NCC(=O)OC